4-(4-fluorophenyl)-4-(hydroxyimino)butyric acid ethyl ester C(C)OC(CCC(=NO)C1=CC=C(C=C1)F)=O